OC1(CC(C1)CNC=1N=NC(=C2C1C=NC=C2)C2=C(C=C(C=C2)C(F)(F)F)O)C 2-(4-((((1s,3s)-3-hydroxy-3-methylcyclobutyl)methyl)amino)pyrido[3,4-d]pyridazin-1-yl)-5-(trifluoromethyl)phenol